ClC1=C(C=CC(=C1)Cl)C=1N(C(=C(N1)C(=O)OCC)C)C1=CC=C(C=C1)I Ethyl 2-(2,4-Dichlorophenyl)-1-(4-Iodophenyl)-5-Methyl-1H-Imidazole-4-Carboxylate